C(C)(C)(C)S(=O)(=O)N1CCC2=NC=C(C=C21)C(=O)OC Methyl 1-(tert-butylsulfonyl)-2,3-dihydro-1H-pyrrolo[3,2-b]pyridine-6-carboxylate